benzyl (2S,3R)-3-(benzyloxy)-2-([[4-(4,4,5,5-tetramethyl-1,3,2-dioxaborolan-2-yl)cyclohex-3-en-1-yl]oxy]methyl)pyrrolidine-1-carboxylate C(C1=CC=CC=C1)O[C@H]1[C@@H](N(CC1)C(=O)OCC1=CC=CC=C1)COC1CC=C(CC1)B1OC(C(O1)(C)C)(C)C